(R)-3-amino-4,4-dimethylvaleric acid methyl ester COC(C[C@H](C(C)(C)C)N)=O